CC1(CC(N(C1)C(=O)OC(C)(C)C)=O)C tert-Butyl 4,4-dimethyl-2-oxopyrrolidine-1-carboxylate